butyl 4-(3-bromo-phenyl)piperazine-1-carboxylate BrC=1C=C(C=CC1)N1CCN(CC1)C(=O)OCCCC